C(CCCCCCCCCCCCCCC)(=O)N[C@@H](CC1=CC=CC=C1)C(=O)O N-hexadecanoylphenylalanine